C1N(CC=2C=NC=CC21)C(=O)NCC2CC1(C2)CCN(CC1)C(=O)OC(C)(C)C tert-butyl 2-[(1,3-dihydropyrrolo[3,4-c]pyridine-2-carbonylamino)methyl]-7-azaspiro[3.5]nonane-7-carboxylate